3-(1H-1,2,4-triazol-1-yl)benzoic acid N1(N=CN=C1)C=1C=C(C(=O)O)C=CC1